CN(C1=CC=C(C=C1)C1=C(C(=O)O)C=C(C=C1)S(=O)(=O)O)C 2-(p-dimethylaminophenyl)-5-sulfobenzoic acid